2-[4-[2-(tert-Butoxycarbonylamino)thiazol-5-yl]phenoxy]acetic acid tert-butyl ester C(C)(C)(C)OC(COC1=CC=C(C=C1)C1=CN=C(S1)NC(=O)OC(C)(C)C)=O